(6S,8R)-2-chloro-N-(5-chloro-6-(2H-1,2,3-triazol-2-yl)pyridin-3-yl)-8-methyl-8-(1-methyl-1H-pyrazol-4-yl)-7,8-dihydro-6H-cyclopenta[e]pyrazolo[1,5-a]pyrimidine-6-carboxamide ClC1=NN2C(N=CC3=C2[C@](C[C@@H]3C(=O)NC=3C=NC(=C(C3)Cl)N3N=CC=N3)(C=3C=NN(C3)C)C)=C1